C1(=CC=CC=C1)CCC(=O)NC(=NC1=CC=CC=C1)NC(CCC1=CC=CC=C1)=O N,N'-bis(3-Phenylpropanoyl)-N''-phenylguanidin